(R)-1-(benzo[d][1,3]dioxol-4-ylmethyl)-N-(4-cyclopropylphenyl)azepane-2-carboxamide O1COC2=C1C=CC=C2CN2[C@H](CCCCC2)C(=O)NC2=CC=C(C=C2)C2CC2